6-((1-(2-chlorophenyl)ethyl)amino)-4-fluoronicotinic acid ClC1=C(C=CC=C1)C(C)NC1=NC=C(C(=O)O)C(=C1)F